[Cl-].C(C(=C)C)(=O)OCC[N+](C)(C)C N-methacryloyloxyethyl-N,N,N-trimethyl-ammonium chloride